3-trihydroxysilylpropylmethylphosphoric acid O[Si](CCCCOP(O)(O)=O)(O)O